(-)-ethyl undecanoate C(CCCCCCCCCC)(=O)OCC